N-phosphonomethyl-glycine tert-butyl-(S)-8,13,21-tris(tert-butoxycarbonyl)-3,18,23-trioxo-1-phenyl-2-oxa-4,8,13,17,22-pentaazaheptatriacontan-37-oate C(C)(C)(C)[C@H](OC(NCCCN(CCCCN(CCCNC(CCC(NC(CCCCCCCCCCCCCC(=O)O)=O)C(=O)OC(C)(C)C)=O)C(=O)OC(C)(C)C)C(=O)OC(C)(C)C)=O)C1=CC=CC=C1.P(=O)(O)(O)CNCC(=O)O